nickel(II) oxide [Ni]=O